[Br-].BrCC[P+](C1=CC=CC=C1)(C1=CC=CC=C1)C1=CC=CC=C1 (2-bromoethyl)triphenyl-phosphonium bromide